Methyl ({3',5'-dichloro-2'-[(pyridine-3-sulfonyl)amino][1,1'-biphenyl]-4-yl}oxy)acetate ClC=1C(=C(C=C(C1)Cl)C1=CC=C(C=C1)OCC(=O)OC)NS(=O)(=O)C=1C=NC=CC1